3-(4-(2-(Hydroxymethyl)piperidin-1-yl)pyrimidin-2-yl)imidazo[1,2-a]pyrazine-6-carboxamide OCC1N(CCCC1)C1=NC(=NC=C1)C1=CN=C2N1C=C(N=C2)C(=O)N